C(OCCC1=C(C=CC=C1)[N+](=O)[O-])([O-])=O 2-(o-nitrophenyl)ethyl carbonate